C(C)(C)C1=C(NC2=CC=C(C=C12)CN1CCN(CC1)C)C1=C2C(=NC=C1)NN=C2 4-(3-isopropyl-5-((4-methylpiperazin-1-yl)methyl)-1H-indol-2-yl)-1H-pyrazolo[3,4-b]pyridine